N-(4-fluoro-2-(4-methylpiperazin-1-yl)phenyl)-4-hydroxy-1-isobutyl-2-oxo-1,2-dihydroquinoline-3-carboxamide hydrochloride Cl.FC1=CC(=C(C=C1)NC(=O)C=1C(N(C2=CC=CC=C2C1O)CC(C)C)=O)N1CCN(CC1)C